N-hexyl-butyramide tert-butyl-N-tert-butoxycarbonyl-N-[2-[2-[2-[4-[[3-(3-chloro-4-cyano-phenoxy)-2,2,4,4-tetramethylcyclobutyl]carbamoyl]phenoxy]ethoxy]ethoxy]ethyl]carbamate C(C)(C)(C)OC(N(CCOCCOCCOC1=CC=C(C=C1)C(NC1C(C(C1(C)C)OC1=CC(=C(C=C1)C#N)Cl)(C)C)=O)C(=O)OC(C)(C)C)=O.C(CCCCC)NC(CCC)=O